ClC1=C(OC=2C=CC(=C(C2)S(=O)(=O)N[C@@H]2COCC2)O)C(=CC(=C1)N1N=C(C(NC1=O)=O)C(F)F)Cl (S)-5-(2,6-dichloro-4-(6-(difluoromethyl)-3,5-dioxo-4,5-dihydro-1,2,4-triazin-2(3H)-yl)phenoxy)-2-hydroxy-N-(tetrahydrofuran-3-yl)benzenesulfonamide